2-(4-bromothiazol-2-yl)acetonitrile BrC=1N=C(SC1)CC#N